5-[bromo(methylsulfonyl)methyl]-N-[3-(6-chloro-1,3-benzothiazol-2-yl)-1-bicyclo[1.1.1]pentanoyl]furan-2-carboxamide BrC(C1=CC=C(O1)C(=O)NC(=O)C12CC(C1)(C2)C=2SC1=C(N2)C=CC(=C1)Cl)S(=O)(=O)C